2-(2-pyrrolidin-1-ylethyl)-5-(trifluoromethyl)pyrazole-3-carboxylic acid N1(CCCC1)CCN1N=C(C=C1C(=O)O)C(F)(F)F